N[C@H](C(=O)O)CC1=CC=C(C=C1)Cl (S)-2-amino-3-(4-chlorophenyl)propanoic acid